5-(1'-ethyl-1-methyl-2-carbonyl-spiro[indoline-3,4'-piperidin]-6-yl)-2-methylbenzamide C(C)N1CCC2(CC1)C(N(C1=CC(=CC=C12)C=1C=CC(=C(C(=O)N)C1)C)C)=C=O